2-{3-hydroxy-2-[(1E)-(isopropylimino)methyl]-5-methoxyphenoxy}-N-{5-[(1S,3R)-3-[(N,N',N'-trimethylhydrazinecarbonyl)oxy]cyclopentyl]-1H-pyrazol-3-yl}acetamide OC=1C(=C(OCC(=O)NC2=NNC(=C2)[C@@H]2C[C@@H](CC2)OC(=O)N(N(C)C)C)C=C(C1)OC)/C=N/C(C)C